6-((S or R)-1-(((R)-((R)-7-(1-methyl-1H-pyrazol-4-yl)-1,2,3,4-tetrahydropyrido[2,3-b]pyrazin-3-yl)(phenyl)methyl)amino)propan-2-yl)nicotinonitrile CN1N=CC(=C1)C1=CC2=C(N[C@H](CN2)[C@@H](C2=CC=CC=C2)NC[C@H](C)C2=NC=C(C#N)C=C2)N=C1 |o1:23|